C1(CCC1)NS(=O)(=O)C1=CC(=NC=C1OC)OC1=C(C=C(C=C1Cl)[N+](=O)[O-])Cl N-cyclobutyl-2-(2,6-dichloro-4-nitro-phenoxy)-5-methoxy-pyridine-4-sulfonamide